C(CCCCCCC\C=C/C\C=C/CCCCC)(=O)OCC(CO)COC(C=C(CCCCCCCCC)CCCCCCCCC)=O 3-hydroxy-2-(((3-nonyldodec-2-enoyl)oxy)methyl)propyl (9Z,12Z)-octadeca-9,12-dienoate